COC(=O)C1=CN=C(C(=N1)N1CC2(CN(C2)C(=O)OC(C)(C)C)CC1)C tert-butyl 6-(6-(methoxycarbonyl)-3-methylpyrazin-2-yl)-2,6-diazaspiro[3.4]octane-2-carboxylate